Methyl 1-chloro-6-(tetrahydrofuran-2-yl)-isoquinoline-3-carboxylate ClC1=NC(=CC2=CC(=CC=C12)C1OCCC1)C(=O)OC